1,11-diisocyanatoundecane N(=C=O)CCCCCCCCCCCN=C=O